2-(3-(((1R,2S,3S,5R)-6,6-difluoro-2-methoxy-8-azabicyclo[3.2.1]octan-3-yl)oxy)-1,2,4-triazin-6-yl)-5-(1H-imidazol-1-yl)phenol FC1([C@H]2C[C@@H]([C@H]([C@@H](C1)N2)OC)OC=2N=NC(=CN2)C2=C(C=C(C=C2)N2C=NC=C2)O)F